tert-butyl ((1R,3S)-3-((2-(trifluoromethyl)quinolin-4-yl)amino)cyclohexyl)carbamate FC(C1=NC2=CC=CC=C2C(=C1)N[C@@H]1C[C@@H](CCC1)NC(OC(C)(C)C)=O)(F)F